tert-butyl (2s)-2-((benzyloxycarbonyl(methyl)amino)methyl)pyrrolidine-1-carboxylate C(C1=CC=CC=C1)OC(=O)N(C)C[C@H]1N(CCC1)C(=O)OC(C)(C)C